C(C1=CC=CC=C1)OC([C@@H](C)N=P(=O)OC1=C(C=CC=C1)OC[C@H]1O[C@H]([C@]([C@@H]1O)(C)F)N1C(NC(C=C1)=O)=O)=O (R)-2-{[(2R,3R,4R,5R)-5-(2,4-dioxo-3,4-dihydro-2H-pyrimidin-1-yl)-4-fluoro-3-hydroxy-4-methyl-tetrahydro-furan-2-ylmethoxy]-phenoxy-phosphorylamino}-propionic acid benzyl ester